2,5-dihydroxyl-methoxyanthraquinone OC1=C(C=2C(C3=CC=CC(=C3C(C2C=C1)=O)O)=O)OC